(±)-2-(3-((2-(7-Bromobenzofuran-5-yl)-2-hydroxyethyl)(ethyl)amino)-2-(methoxymethoxy)phenyl)acetic acid ethyl ester C(C)OC(CC1=C(C(=CC=C1)N(CC)C[C@H](O)C=1C=C(C2=C(C=CO2)C1)Br)OCOC)=O |r|